[Na+].C(CC)(=O)[O-] propionic acid Sodium salt